2-([1-[(2-Chlorophenyl)methyl]-5-(4-methoxyphenyl)-1H-pyrazol-3-yl]methoxy)-2-methylpropanoic acid ClC1=C(C=CC=C1)CN1N=C(C=C1C1=CC=C(C=C1)OC)COC(C(=O)O)(C)C